2-((2-(2-chloro-5-(3,5-dimethyl-2,6-dioxo-4-thioxo-1,3,5-triazin-1-yl)-4-fluorophenoxy)propionyl)thio)acetic acid methyl ester COC(CSC(C(C)OC1=C(C=C(C(=C1)N1C(N(C(N(C1=O)C)=S)C)=O)F)Cl)=O)=O